methyl (2S)-2-(tert-butoxycarbonylamino)-3-[(2S)-5-cyano-3-oxo-4H-1,4-benzoxazin-2-yl]propanoate C(C)(C)(C)OC(=O)N[C@H](C(=O)OC)C[C@@H]1OC2=C(NC1=O)C(=CC=C2)C#N